1-(4-(2-(4-(1H-Imidazol-1-yl)phenyl)-1-methyl-1H-benzo[d]imidazol-6-yl)benzyl)-N,N-dimethylpiperidin-4-amin N1(C=NC=C1)C1=CC=C(C=C1)C1=NC2=C(N1C)C=C(C=C2)C2=CC=C(CN1CCC(CC1)N(C)C)C=C2